2-(2',2'-difluoroethoxy)-6-trifluoromethyl-thiophenol FC(COC1=C(C(=CC=C1)C(F)(F)F)S)F